(1R,2S,3R,3aS,5R)-1-(3-carbamoyl-1H-1,2,4-triazol-1-yl)-2,3-dihydroxy-2,3,3a,4,5,6-hexahydro-1H-inden-5-yl isobutyrate C(C(C)C)(=O)O[C@H]1C[C@@H]2[C@H]([C@H]([C@@H](C2=CC1)N1N=C(N=C1)C(N)=O)O)O